N-octyl-N-methylamine C(CCCCCCC)NC